(4-((1H-indazol-5-yl)ethynyl)-[2,4'-bipyrimidine]-2'-yl)-2,3-dihydro-1H-pyrrolo[3,4-c]Pyridin-6-ol N1N=CC2=CC(=CC=C12)C#CC1=NC(=NC=C1)C1=NC(=NC=C1)C1NCC=2C=NC(=CC21)O